2-phenyl-5-(o-tolyl)-1H-imidazole-4-carboxylic acid methyl ester COC(=O)C=1N=C(NC1C1=C(C=CC=C1)C)C1=CC=CC=C1